6-methyl-3-((2-(methylamino)ethylamino)methyl)pyrimidin CC=1C=CN(CN1)CNCCNC